(+)-4-(3-fluoro-5-methoxy-6-propoxy-[2,3'-bipyridin]-5'-yl)-1,2-oxaborolan-2-ol FC=1C(=NC(=C(C1)OC)OCCC)C=1C=NC=C(C1)C1CB(OC1)O